[N+](=O)([O-])C1=CC=C(C=N1)C1=NN=C(O1)[C@@H]1CN(CCC1)C(=O)OC(C)(C)C tert-butyl (S)-3-(5-(6-nitropyridin-3-yl)-1,3,4-oxadiazol-2-yl)piperidine-1-carboxylate